diethylene glycol di-caprylate C(CCCCCCC)(=O)OCCOCCOC(CCCCCCC)=O